C(C1=CC=CC=C1)N1C=C(C=C1)C1=NC(=C2N1C(=CN=C2)OCCCC)C2=CC=C(C=C2)OC2=C(C(=CC=C2)OC)F (R)-3-(1-benzylpyrrol-3-yl)-5-butoxy-1-(4-(2-fluoro-3-methoxyphenoxy)phenyl)imidazo[1,5-a]pyrazine